tert-butyl 3-(6-(pyridazin-4-yl)-7-tosyl-7H-pyrrolo[2,3-d]pyrimidin-4-yl)-3,8-diazabicyclo[3.2.1]octane-8-carboxylate N1=NC=C(C=C1)C1=CC2=C(N=CN=C2N2CC3CCC(C2)N3C(=O)OC(C)(C)C)N1S(=O)(=O)C1=CC=C(C)C=C1